4-methoxyphenyl-methyl-5-(trifluoromethyl)pyrimidin-2-amine COC1=CC=C(C=C1)C1=C(C(=NC(=N1)N)C)C(F)(F)F